N-(2-(4,4-Difluoropiperidin-1-yl)-6-methylpyrimidin-4-yl)-2-(4,4-dimethylpiperidin-1-yl)-4-((2-hydroxyethyl)sulfonamido)benzamide FC1(CCN(CC1)C1=NC(=CC(=N1)NC(C1=C(C=C(C=C1)NS(=O)(=O)CCO)N1CCC(CC1)(C)C)=O)C)F